(2E)-3-(5-chloro-1-ethyl-1H-pyrrolo[2,3-b]pyridin-3-yl)-N-((1R,2R,4S)-7-cyano-7-azabicyclo[2.2.1]heptan-2-yl)-2-propenamide ClC=1C=C2C(=NC1)N(C=C2/C=C/C(=O)N[C@H]2[C@H]1CC[C@@H](C2)N1C#N)CC